6-chloro-2-propyl-2H-indazole ClC=1C=CC2=CN(N=C2C1)CCC